CN(CC[C@H](CSC1=CC=CC=C1)NC1=C(C=C(C=C1)S(=O)(=O)NC(=O)C=1C=C2CCC3N(C2=CC1)CCNC3)[N+](=O)[O-])C N-((4-(((R)-4-(dimethylamino)-1-(phenylthio)butan-2-yl)amino)-3-nitrophenyl)sulfonyl)-2,3,4,4a,5,6-hexahydro-1H-pyrazino[1,2-a]quinoline-8-carboxamide